4-[(2R)-3-(3,4-dihydro-1H-isoquinolin-2-yl)-2-hydroxy-propyl]-8-[(4-methylmorpholin-2-yl)methoxy]-2,3-dihydro-1,4-benzoxazepin-5-one C1N(CCC2=CC=CC=C12)C[C@H](CN1CCOC2=C(C1=O)C=CC(=C2)OCC2CN(CCO2)C)O